3-oxocyclobutan-1-carboxamide O=C1CC(C1)C(=O)N